CC(C=O)=CC1=CC=CC=C1 ALPHA-METHYLCINNAMALDEHYDE